N-(3-chloro-4-fluorophenyl)-4-(5-hydroxy-5-(1-methyl-3-(prop-1-yn-1-yl)-1H-pyrazol-5-yl)octahydropentalen-2-yl)-1-methyl-1H-imidazole-5-carboxamide ClC=1C=C(C=CC1F)NC(=O)C1=C(N=CN1C)C1CC2CC(CC2C1)(C1=CC(=NN1C)C#CC)O